N-[(1R)-1-(3-{1,1-difluoro-2-methyl-2-[(triethylsilyl)oxy]propyl}-2-fluorophenyl)ethyl]-6-(dimethylphosphinoyl)-2-methylpyrido[3,4-d]pyrimidin-4-amine FC(C(C)(O[Si](CC)(CC)CC)C)(F)C=1C(=C(C=CC1)[C@@H](C)NC=1C2=C(N=C(N1)C)C=NC(=C2)P(=O)(C)C)F